BrC=1N=C(C=2N(C1)C=C(N2)C)C#N 6-bromo-2-methylimidazo[1,2-a]pyrazine-8-carbonitrile